(S)-5-benzyl-N-(7-((3,3-difluoro-1-hydroxycyclobutyl)ethynyl)-5-methyl-4-oxo-2,3,4,5-tetrahydropyrido[3,2-b][1,4]oxazepin-3-yl)-1H-1,2,4-triazole-3-carboxamide C(C1=CC=CC=C1)C1=NC(=NN1)C(=O)N[C@@H]1C(N(C2=C(OC1)C=CC(=N2)C#CC2(CC(C2)(F)F)O)C)=O